(R)-alpha-aminophenylacetic acid methyl ester hydrochloride Cl.COC([C@H](N)C1=CC=CC=C1)=O